(S)-N-(1-((4-(6,7-dihydro-5H-pyrrolo[2,3-d]pyrimidin-4-yl)phenyl)amino)-1-oxo-3,3-diphenylpropan-2-yl)-1-methyl-1H-pyrazole-5-carboxamide N1=CN=C(C2=C1NCC2)C2=CC=C(C=C2)NC([C@H](C(C2=CC=CC=C2)C2=CC=CC=C2)NC(=O)C2=CC=NN2C)=O